C(CCCCCCCCCCC)S(CCCCCCCCCCCC)C=1N=NSC1 Di(dodecyl)mercaptothiadiazol